C1(CC1)C1=NN(C(=C1C(F)(F)F)C(=O)NC1=CC(=NC=C1)S(N)(=O)=O)CC1CC2CC(CC2C1)F 3-cyclopropyl-1-((5-fluorooctahydropentalen-2-yl)methyl)-N-(2-sulfamoylpyridin-4-yl)-4-(trifluoromethyl)-1H-pyrazole-5-carboxamide